(6aS,8R)-8-(Benzyloxy)-2-chloro-6a-(difluoromethyl)-6a,7,8,9-tetrahydro-pyrrolo[1',2':4,5]pyrazino[2,3-c]pyridazin-6(5H)-one C(C1=CC=CC=C1)O[C@@H]1C[C@@]2(N(C=3C(=NN=C(C3)Cl)NC2=O)C1)C(F)F